FC(C1=C(C(=CC=C1)F)N1CCC(CC1)N1C(N(C=2C(C1)=NN(C2)C)CC2=C(C=CC=C2)C(F)(F)F)=O)F 6-[1-(2-difluoromethyl-6-fluoro-phenyl)-piperidin-4-yl]-2-methyl-4-(2-trifluoromethyl-benzyl)-2,4,6,7-tetrahydro-pyrazolo[4,3-d]pyrimidin-5-one